(R,S)-8-bromo-2-(3,5-dihydroxy-2-methylphenyl)octan-3-one BrCCCCCC([C@H](C)C1=C(C(=CC(=C1)O)O)C)=O